F[B-](F)(F)F.C(CCCCCCCCCCC)C=1N=C(NC1)C=C dodecyl-vinyl-imidazole tetrafluoroborate